O=C1NC(CC[C@@H]1NC(=O)C1=NC=CN=C1)=O N-[(3S)-2,6-dioxo-3-piperidinyl]pyrazine-2-carboxamide